C(C)(C)(C)OC(=O)NCCCOC1=NN(C=C1)C(=O)OC(C)(C)C tert-butyl 3-[3-(tert-butoxycarbonylamino)propoxy]pyrazole-1-carboxylate